1-(1-(2',4',6'-trimethyl-[1,1'-biphenyl]-4-yl)butyl)-1H-imidazole-5-carboxylic acid CC1=C(C(=CC(=C1)C)C)C1=CC=C(C=C1)C(CCC)N1C=NC=C1C(=O)O